((1r,4r)-4-(3-(difluoromethyl)-4-(4-(5-morpholinyl-pyrazolo[1,5-a]pyrimidin-3-yl)-1H-1,2,3-triazol-1-yl)-1H-pyrazol-1-yl)cyclohexyl)methanol FC(C1=NN(C=C1N1N=NC(=C1)C=1C=NN2C1N=C(C=C2)N2CCOCC2)C2CCC(CC2)CO)F